FC(C[C@@H](C(=O)N[C@H](C(=O)OC)C[C@H]1C(NCCC1)=O)NC(=O)C=1NC2=CC=CC(=C2C1)OC)(C)C methyl (S)-2-((S)-4-fluoro-2-(4-methoxy-1H-indole-2-carboxamido)-4-methylpentanamido)-3-((S)-2-oxopiperidin-3-yl)propanoate